6-isopropyl-10-(methoxycarbonyl)-9-((R)-3-methoxypyrrolidin-1-yl)-2-oxo-6,7-dihydro-2H-pyrido[2,1-a]isoquinoline-3-carboxylic acid C(C)(C)C1N2C(C3=CC(=C(C=C3C1)N1C[C@@H](CC1)OC)C(=O)OC)=CC(C(=C2)C(=O)O)=O